C[C@@H]1C[C@H]2[C@H]([C@@H]([C@]3([C@H]1C=CC3=O)C)O)C(=C)C(=O)O2 The molecule is a sesquiterpene lactone that is the C-8 epimer of helenalin. Isolated from the aerial parts of Inula hupehensis, it exhibits anti-inflammatory activity. It has a role as a metabolite, an anti-inflammatory agent and a plant metabolite. It is a gamma-lactone, a cyclic ketone, an organic heterotricyclic compound, a secondary alcohol and a sesquiterpene lactone.